Acryloyldimethyl-ammonium taurate NCCS(=O)(=O)[O-].C(C=C)(=O)[NH+](C)C